CN(CCNC(CSCC[C@@H](C(=O)ON1C(CCC1=O)=O)NC(CCN(C)C)=O)=O)C 2,5-Dioxopyrrolidin-1-yl (2S)-4-[(2-{[2-(dimethylamino)ethyl]amino}-2-oxoethyl)sulfanyl]-2-[3-(dimethylamino)propanamido]butanoate